ClC1=CC=C(S1)CNC1=CC(=NN1C(=O)C1=CSC=C1)C1CCN(CC1)CC1=CC=C(C=C1)OC N-[(5-chlorothiophen-2-yl)methyl]-3-{1-[(4-methoxyphenyl)methyl]piperidin-4-yl}-1-(thiophene-3-carbonyl)-1H-pyrazol-5-amine